6-cyclopentyl-2-((diphenylmethylene)amino)-5,6-dihydro-7H-pyrrolo[3,4-b]pyridin-7-one C1(CCCC1)N1C(C2=NC(=CC=C2C1)N=C(C1=CC=CC=C1)C1=CC=CC=C1)=O